3-((2,3-dichlorophenyl)thio)pyrazin-2-ol chromium sulfate S(=O)(=O)([O-])[O-].[Cr+3].ClC1=C(C=CC=C1Cl)SC=1C(=NC=CN1)O.S(=O)(=O)([O-])[O-].S(=O)(=O)([O-])[O-].[Cr+3]